4-[2-(2,7-diazaspiro[3.5]nonan-2-yl)ethyl]-3-methyl-2-oxo-benzimidazol C1N(CC12CCNCC2)CCC2=CC=CC=1NC(N(C12)C)=O